4-chloro-1-(piperidin-4-yl)-1,3-dihydro-2H-benzo[d]imidazol ClC1=CC=CC=2N(CNC21)C2CCNCC2